O1C[C@@H](CC1)NC=1N=C2C(=NC1)N(C=C2C=2CCN(CC2)C(=O)OC(C)(C)C)COCC[Si](C)(C)C |r| (rac)-tert-butyl 4-[2-[[tetrahydrofuran-3-yl]amino]-5-(2-trimethylsilylethoxymethyl)pyrrolo[2,3-b]pyrazin-7-yl]-3,6-dihydro-2H-pyridine-1-carboxylate